COC(=O)C=1C=NC=2C=3C=4C(=C(C=NC4C=4C2C1C=CC4)C(=O)OC)C=CC3.CC3=C(N4C=C(C=C4C=C3C(=O)N)C3=NN(C=C3)C)C(C)N3CCOCC3 6-methyl-2-(1-methyl-1H-pyrazol-3-yl)-5-(1-morpholinoethyl)indolizine-7-carboxamide dimethylbenzo[de]isoquinolino[1,8-gh]quinoline-3,9-dicarboxylate